N-({4-[(1S,4S,5R)-5-{[5-cyclopropyl-3-(2,6-dichlorophenyl)-1,2-oxazol-4-yl]}-2-azabicyclo[2.2.1]heptan-2-yl]phenyl}methyl)-N-hydroxyformamide C1(CC1)C1=C(C(=NO1)C1=C(C=CC=C1Cl)Cl)[C@H]1[C@H]2CN([C@@H](C1)C2)C2=CC=C(C=C2)CN(C=O)O